C(C)S(=O)(=O)C1=C(C=CC=C1)C(=O)N1C(CN(CC1)C=1SC2=C(N1)C=CC(=C2)F)(C)C (2-ethylsulfonylphenyl)-[4-(6-fluoro-1,3-benzothiazol-2-yl)-2,2-dimethyl-piperazin-1-yl]methanone